OC(C(C)NC(C(C)O)C)C bis-(2-hydroxy-1-methyl-propyl)-amine